8-(5-(trifluoromethyl)pyridin-2-yl)imidazo[1,2-a]pyrazine-6-carbonitrile FC(C=1C=CC(=NC1)C=1C=2N(C=C(N1)C#N)C=CN2)(F)F